5-chloro-2-(difluoromethoxy)-6'-methyl-[3,4'-bipyridine]-3'-carboxylic acid ClC=1C=C(C(=NC1)OC(F)F)C1=C(C=NC(=C1)C)C(=O)O